BrC=1C=C(C=NC1Cl)S(=O)(=O)NC1(CC1)C#N 5-bromo-6-chloro-N-(1-cyanocyclopropyl)pyridine-3-sulfonamide